6-[5-(difluoromethyl)-1,3,4-oxadiazol-2-yl]-2-[(1R*,2R)-2-(5-fluoropyridin-2-yl)-1-(6-fluoropyridin-2-yl)-2-hydroxyethyl]-2,3-dihydro-1H-isoindol-1-one FC(C1=NN=C(O1)C1=CC=C2CN(C(C2=C1)=O)[C@@H]([C@@H](O)C1=NC=C(C=C1)F)C1=NC(=CC=C1)F)F |o1:17|